[2H]C1(C(OC2=C(O1)C=CC(=C2F)OC2CCN(CC2)C(=O)OC(C)(C)C)([2H])[2H])[2H] tert-Butyl 4-[(2,2,3,3-tetradeuterio-5-fluoro-1,4-benzodioxin-6-yl)oxy]piperidine-1-carboxylate